C12NC(C(C1)C2)C(=O)O 2-azabicyclo[2.1.1]hexane-3-carboxylic acid